3,5-dichloro-4-hydroxy-N-(8-methyl-4-oxo-3-(2-(trifluoromethoxy)benzyl)-3,4-dihydroquinazolin-5-yl)benzamide ClC=1C=C(C(=O)NC2=C3C(N(C=NC3=C(C=C2)C)CC2=C(C=CC=C2)OC(F)(F)F)=O)C=C(C1O)Cl